3,5,7-Trifluoro-1-(4-(4-(methylsulfonyl)piperazin-1-yl)phenyl)-1H-indazol-6-ol FC1=NN(C2=C(C(=C(C=C12)F)O)F)C1=CC=C(C=C1)N1CCN(CC1)S(=O)(=O)C